benzyl (Z)-(hept-6-enamido(methylthio)methylene)carbamate C(CCCCC=C)(=O)N/C(/SC)=N/C(OCC1=CC=CC=C1)=O